CC([C@H](CC=O)[C@H]1N(C(OC1)(C)C)C(=O)OC(C)(C)C)(C)C tert-butyl (4R)-4-[(1S)-2,2-dimethyl-1-(2-oxoethyl)propyl]-2,2-dimethyl-oxazolidine-3-carboxylate